C1(=CC=CC=C1)S(=O)(=O)N1C=CC=2C1=NC=C(C2)C#N 1-(phenylsulfonyl)-1H-pyrrolo[2,3-b]pyridine-5-carbonitrile